C(C)OC(=O)C=1C=NC2=CC(=C(N=C2C1)OC)C(F)F 7-(difluoromethyl)-6-methoxy-1,5-naphthyridine-3-carboxylic acid ethyl ester